O[C@]1(CN2[C@H](CO1)CN(CC2)C(=O)C2=C(C(=CC=C2)OC)Cl)C2=CC(=NO2)C2=CC=CC=C2 [(3S,9aS)-3-hydroxy-3-(3-phenylisoxazol-5-yl)-1,4,6,7,9,9a-hexahydropyrazino[2,1-c][1,4]oxazin-8-yl]-(2-chloro-3-methoxy-phenyl)methanone